Azetidine N1CCC1